(1R,2R,3S,4R,5S)-N-(3,4-dichlorophenyl)-5-hydroxy-3-(pyridin-4-yl)-7-oxaBicyclo[2.2.1]Heptane-2-carboxamide ClC=1C=C(C=CC1Cl)NC(=O)[C@H]1[C@H]2C[C@@H]([C@@H]([C@@H]1C1=CC=NC=C1)O2)O